C1(CCC(CC1)C(=O)Cl)C(=O)Cl L-1,4-cyclohexanedicarbonyl chloride